di(1-methylheptyl) phosphate P(=O)(OC(CCCCCC)C)(OC(CCCCCC)C)[O-]